FC1(CNC1)CN1N=C2C3=C(CCC2=C1)OC(=C3C)C(=O)NC[C@H]3OCCC3 2-[(3-fluoroazetidin-3-yl)methyl]-8-methyl-N-[(2S)-tetrahydrofuran-2-ylmethyl]-4,5-dihydro-2H-furo[2,3-g]indazole-7-carboxamide